(4-(4-amino-7-(1-isobutyrylpiperidin-4-yl)pyrrolo[2,1-f][1,2,4]triazin-5-yl)phenyl)-6-methyl-5-(1-methyl-1H-pyrazol-5-yl)-2-oxo-2H-[1,2'-bipyridine]-3-carboxamide NC1=NC=NN2C1=C(C=C2C2CCN(CC2)C(C(C)C)=O)C2=CC=C(C=C2)C2=C(C(N(C(=C2C2=CC=NN2C)C)C2=NC=CC=C2)=O)C(=O)N